4-amino-3,5-xylenol NC1=C(C=C(C=C1C)O)C